N-(2-(5-fluoro-1H-indol-3-yl)ethyl)-N-isopropylcyclobutanamine FC=1C=C2C(=CNC2=CC1)CCN(C1CCC1)C(C)C